O1C(=CC=C1)C(=O)N1CCN(CC1)C(=O)C=1OC=CC1 1,4-bis(2-furoyl)piperazine